ClC1=CC=C2C(=N1)N(C=C2C=2C(=CC=1N(C2)N=CN1)OC)COCC[Si](C)(C)C 6-(6-chloro-1-((2-(trimethylsilyl)ethoxy)methyl)-1H-pyrrolo[2,3-b]pyridin-3-yl)-7-methoxy-[1,2,4]triazolo[1,5-a]pyridine